C(C)(C)(C)P(C1=C(C2=CC=CC=C2C=C1)C1=CC=CC2=CC=CC=C12)C(C)(C)C racemic-2-di-tert-butylphosphino-1,1'-binaphthyl